CC1=NOC(=C1C=1C=C(C=CC1OC[C@@H]1NCCCC1)NC(CC1=C(N=CS1)C)=O)C (R)-N-(3-(3,5-dimethylisoxazol-4-yl)-4-(piperidin-2-ylmethoxy)phenyl)-2-(4-methylthiazol-5-yl)acetamide